FC1=C2NC(C=3N(C2=CC=C1)N=CC3)=O 6-fluoropyrazolo[1,5-a]quinoxalin-4(5H)-one